CN1C(=NC2=C1C=CC(=C2)[N+](=O)[O-])N2C[C@@H](CCC2)N (R)-1-(1-methyl-5-nitro-1H-benzo[d]imidazol-2-yl)piperidin-3-amine